5-(6-(methyl(piperidin-4-yl)amino)quinolin-2-yl)pyridin-2(1H)-one CN(C=1C=C2C=CC(=NC2=CC1)C=1C=CC(NC1)=O)C1CCNCC1